N1=NC(=CC=C1)CN1C(C(=C(C1=O)C1=CC=C(C=C1)C(F)(F)F)C#CC1=CC=CC=C1)=O 1-(pyridazin-3-ylmethyl)-3-(phenylethynyl)-4-(4-(trifluoromethyl)phenyl)-1H-pyrrole-2,5-dione